C(C)(=O)NC=1C=C(C(=O)NC=2SC=CC3=C(N2)C=CC(=C3)F)C=CC1 3-(acetylamino)-N-(7-fluorobenzo[d][1,3]thiazepin-2-yl)benzamide